N1CC(C1)OC=1C=C(C=C2C(=CC(NC12)=O)C)C1=C2C(=NC(=C1C(=O)N)N1CCOCC1)COC2 [8-(azetidin-3-yloxy)-4-methyl-2-oxo-1H-quinolin-6-yl]-2-morpholino-5,7-dihydrofuro[3,4-b]pyridine-3-carboxamide